C1(CCCCC1)CCNCC=1C=C(C=CC1)N(C(OC(C)(C)C)=O)C tert-butyl (3-(((2-cyclohexylethyl)amino) methyl)phenyl)(methyl)carbamate